ClC1=C(CNC#C)C=C(C=C1)Cl N-(2,5-dichlorobenzyl)acetyleneamine